[Si](C)(C)(C(C)(C)C)OC=1C=C(N(C)C2C(NC(CC2)=O)=O)C=CC1 3-[3-[tert-butyl(dimethyl)silyl]oxy-N-methyl-anilino]piperidine-2,6-dione